7-fluoro-9-methoxy-5,6-dimethyl-pyrido[4,3-b]carbazole FC1=CC(=CC=2C=3C=C4C(=C(C3N(C12)C)C)C=CN=C4)OC